FC1=C(C(=CC=C1)C)C=1C=C2C(=CN1)NN=C2NC(C2=C(C=C(C=C2)N2CCN(CC2)C)NCC2=CC=NN2C)=O N-(5-(2-fluoro-6-methylphenyl)-1H-pyrazolo[3,4-c]pyridin-3-yl)-2-((1-methyl-1H-pyrazol-5-yl)methylamino)-4-(4-methylpiperazin-1-yl)benzamide